4'-(benzo[d]oxazol-2-yl)-5'-(2,6-dimethylphenyl)-2'',6''-dimethyl-4-(3-methyl-9H-carbazol-9-yl)-6'-(4-(3-methyl-9H-carbazol-9-yl)phenyl)-[1,1':2',1''-terphenyl]-3'-carbonitrile O1C(=NC2=C1C=CC=C2)C2=C(C(=C(C(=C2C2=C(C=CC=C2C)C)C2=CC=C(C=C2)N2C1=CC=CC=C1C=1C=C(C=CC21)C)C2=CC=C(C=C2)N2C1=CC=CC=C1C=1C=C(C=CC21)C)C2=C(C=CC=C2C)C)C#N